BrC1=CC=C(C=2C=CC3=C4C=CC=CC4=CC=C3C12)C1=C2C=CC=NC2=C2N=CC=CC2=C1 5-(4-bromochrysenyl)-1,10-phenanthroline